C1=CC=CC=2C3=CC=CC=C3C(C12)COC(=O)N[C@H](C(=O)OC(C)(C)C)CCN1CCC(CC1)O tert-butyl (S)-2-((((9H-fluoren-9-yl)methoxy)carbonyl)amino)-4-(4-hydroxypiperidin-1-yl)butanoate